N[C@H]1[C@@H](C1)C1=CC=C(C=C1)NC(C1=CC=C(C=C1)[N+](=O)[O-])=O trans-N-(4-(2-aminocyclopropyl)phenyl)-4-nitrobenzamide